ClC1=CC2=C(N=C(N=C2)NC2=C(C=C(C=C2)S(=O)(=O)NCCOCCOCCNC(OC(C)(C)C)=O)C)N(C1=O)C1CCCC1 tert-butyl N-[2-[2-[2-[[4-[(6-chloro-8-cyclopentyl-7-oxo-pyrido[2,3-d]pyrimidin-2-yl) amino]-3-methyl-phenyl]sulfonylamino]ethoxy]ethoxy]ethyl]carbamate